(6S,7S)-6-((2-fluoro-[1,1'-biphenyl]-3-yl)methyl)-N-(3-fluoropropyl)-7-(methylsulfonamido)-5-azaspiro[2.4]heptane-5-carboxamide FC1=C(C=CC=C1C[C@@H]1N(CC2(CC2)[C@@H]1NS(=O)(=O)C)C(=O)NCCCF)C1=CC=CC=C1